NC=1N=NC(=CC1N1C[C@H]2CC[C@@H](C1)N2C2=NC=CC(=N2)C2CCC(CC2)=O)C2=C(C=CC=C2)O 4-[2-[(1R,5S)-3-[3-amino-6-(2-hydroxyphenyl)pyridazin-4-yl]-3,8-diazabicyclo[3.2.1]octan-8-yl]pyrimidin-4-yl]cyclohexanone